CN(S(=O)=O)C Dimethyl-sulfonamide